CS(=O)(=O)NC=1C=C(C=CC1)NC(C1=CC(=CC=C1)N1N=CC=C1)=O N-(3-(methylsulfonamido)phenyl)-3-(1H-pyrazol-1-yl)benzamide